C(C)OC(=O)C=1C2=C(C(=NC1)Cl)N=C(N2[C@@H](C)CCCCNC(=O)OCC2=CC=CC=C2)N.NC=2N=C(SC2C(C2=CC=CC=C2)=O)N(C2=C(C=C(C=C2F)F)F)C(C(=O)N)C (N-(4-amino-5-benzoyl-thiazol-2-yl)-2,4,6-trifluoro-anilino)propionamide ethyl-(S)-2-amino-1-(6-(((benzyloxy)carbonyl)amino)hexan-2-yl)-4-chloro-1H-imidazo[4,5-c]pyridine-7-carboxylate